C(C)(C)(C)OC(N(CC)C=1C=NC(=CC1C1=C(C=C(C=C1)F)C(=O)NNS(=O)(=O)CNC)Cl)=O (6-chloro-4-(4-fluoro-2-(2-(methylamino-methylsulfonyl)hydrazine-1-carbonyl)phenyl)pyridin-3-yl)(ethyl)carbamic acid tert-butyl ester